1-(4-(3-ethyl-[1,2,4]triazolo[4,3-b]pyridazin-6-yl)piperazin-1-yl)-2-(o-tolyl)ethan-1-one C(C)C1=NN=C2N1N=C(C=C2)N2CCN(CC2)C(CC2=C(C=CC=C2)C)=O